N-((3S,4S,6R)-6-(3-(1H-imidazol-1-yl)propyl)-4-(3,4-difluorophenyl)piperidin-3-yl)-10-bromo-5,6-dihydropyrazolo[1,5-d]thieno[3,2-f][1,4]oxazepin-2-carboxamide N1(C=NC=C1)CCC[C@@H]1C[C@H]([C@@H](CN1)NC(=O)C1=CC=2C=3N(CCOC2S1)N=CC3Br)C3=CC(=C(C=C3)F)F